N-[5-(trifluoromethyl)-3-pyridyl]benzamide FC(C=1C=C(C=NC1)NC(C1=CC=CC=C1)=O)(F)F